(S)-2-(2-(4-methoxypyridin-3-yl)acetamido)-4-((2-phenoxyethyl)(4-(5,6,7,8-tetrahydro-1,8-naphthyridin-2-yl)butyl)amino)butanoic acid COC1=C(C=NC=C1)CC(=O)N[C@H](C(=O)O)CCN(CCCCC1=NC=2NCCCC2C=C1)CCOC1=CC=CC=C1